FC1=C(C(=CC=C1)F)C1=CC(=C(N=N1)C(=O)O)NC=1C=NN(C1)C1CCNCC1.CC1(C(C(C(C=2C1C1C(=C3C=4C=CC=CC4CC23)C=CCC1)(C)C)(C)C)(C)C)C Octamethyl-octahydrodibenzofluorene 6-(2,6-difluorophenyl)-4-((1-(piperidin-4-yl)-1H-pyrazol-4-yl)amino)pyridazine-3-carboxylate